C(C)CC(CC(=O)[O-])=O.C(C)CC(CC(=O)[O-])=O.[Ti+4].C(C(=C)C)(=O)NCCC[N+](CCCS(=O)(=O)O)(C)C 3-(methacrylamido)propyl-dimethyl-(3-sulfopropyl)ammonium titanium (IV) bis(ethylacetoacetate)